(+)-1-[(1R)-(α-methylbenzyl)]-2-mercapto-1H-imidazole-5-carboxylic acid ethyl ester C(C)OC(=O)C1=CN=C(N1C(C1=CC=CC=C1)C)S